cobalt tetracyanide nickel [Ni].[Co](C#N)(C#N)(C#N)C#N